FC=1C=C(C=CC1F)[C@@H]1[C@H](O[C@]([C@@H]1C)(C(F)(F)F)C)C(=O)NC1=CC(=NC=C1)C(=O)N (2S,3R,4R,5R)-4-[[3-(3,4-Difluorophenyl)-4,5-dimethyl-5-(trifluoromethyl)tetrahydrofuran-2-carbonyl]amino]pyridin-2-carboxamid